[N+](=O)([O-])C1=CC(=CC=C1[N+](=O)[O-])[N+](=O)[O-] 1,3,6-trinitrobenzene